COC[C@H](C1=NC=CC=N1)NC=1C=2C(NC(C1C1=NC3=C(N1)C=C(C=C3)OC)=O)=CN(N2)C (S)-7-((2-methoxy-1-(pyrimidin-2-yl)ethyl)amino)-6-(6-methoxy-1H-benzo[d]imidazol-2-yl)-2-methyl-2H-pyrazolo[4,3-b]pyridin-5(4H)-one